ClC=1C=C(C=CC1Cl)C(CNC)N1C(C=C(C=C1)C1=CNC2=NC=C(C=C21)N2CCOCC2)=O 1-(1-(3,4-dichlorophenyl)-2-(methylamino)ethyl)-4-(5-morpholino-1H-pyrrolo[2,3-b]pyridin-3-yl)pyridin-2(1H)-one